O1CCN(CC1)C1=CC(=NC=2N1N=C(C2)C2=CC=NC=C2)N2N=C(C=C2N)C2=CC=CC=C2 1-(7-morpholino-2-(pyridin-4-yl)pyrazolo[1,5-a]pyrimidin-5-yl)-3-phenyl-1H-pyrazol-5-amine